C1=CC=CC=2C=CC3=C(OC4=C3C=CC(=C4)B(O)O)C12 naphtho[1,2-b]benzofuran-9-ylboronic acid